(2s,6s)-2-((allyloxy)methyl)-6-((4-bromophenoxy)methyl)-2-methyl-1,4-dioxane C(C=C)OC[C@@]1(O[C@@H](COC1)COC1=CC=C(C=C1)Br)C